O1C(CCCC1)N1N=CC=2C1=NC=C(C2)N 1-tetrahydropyran-2-ylpyrazolo[3,4-b]pyridin-5-amine